BrC=1C2=CC=C(C=C2C=C2C=CC(=CC12)C1=CC=CC=C1)C1=CC=CC=C1 9-bromo-2,6-diphenylanthracene